Methyl (2S,4S)-1-methyl-4-[[7-(5-methyl-1,2,4-oxadiazol-3-yl)-1-isoquinolyl]amino]pyrrolidine-2-carboxylate CN1[C@@H](C[C@@H](C1)NC1=NC=CC2=CC=C(C=C12)C1=NOC(=N1)C)C(=O)OC